[Cl-].CN1CC(C(=O)N)=CC=C1 1-methyl-nicotinamide chloride